(2-((4-chloro-2',3',4',5',6,6'-hexafluoro-[1,1'-biphenyl]-3-yl)oxy)acetyl)-L-proline ClC1=C(C=C(C(=C1)F)C1=C(C(=C(C(=C1F)F)F)F)F)OCC(=O)N1[C@@H](CCC1)C(=O)O